ClC1=CC=C2C(=N1)[C@@H]([C@@H](OC2=O)C)C (7S,8S)-2-chloro-7,8-dimethyl-7,8-dihydro-5H-pyrano[4,3-b]pyridin-5-one